BrC=1C=C(N(C1)C)C(=O)NCC=1C=C2CN(C(C2=CC1)=O)C1C(NC(CC1)=O)=O 4-Bromo-N-((2-(2,6-dioxopiperidin-3-yl)-1-oxoisoindolin-5-yl)methyl)-1-methyl-1H-pyrrole-2-carboxamide